CN([C@H]1CNCC1)CCCC[C@@H]1NC2=NC=CC=C2CC1 (R)-N-methyl-N-(4-((S)-1,2,3,4-tetrahydro-1,8-naphthyridin-2-yl)butyl)pyrrolidin-3-amine